1-(2-(4'-Fluoro-2'-(4-methyl-4H-1,2,4-triazol-3-yl)-[1,1'-biphenyl]-3-yl)-7-methylbenzo[d]oxazol-5-yl)-2-methoxyethan-1-one FC1=CC(=C(C=C1)C1=CC(=CC=C1)C=1OC2=C(N1)C=C(C=C2C)C(COC)=O)C2=NN=CN2C